FC=1C=C2C(NN=C(C2=CC1F)[C@@H](C)N(C(=O)NC1=CC=C(C=C1)F)C)=O (R)-1-(1-(6,7-difluoro-4-oxo-3,4-dihydrophthalazin-1-yl)ethyl)-3-(4-fluorophenyl)-1-methylurea